5-(benzyloxy)-2-iodobenzaldehyde C(C1=CC=CC=C1)OC=1C=CC(=C(C=O)C1)I